N1-(5-(3-(2,2-difluoroethyl)-2-methyl-3H-imidazo[4,5-b]pyridin-5-yl)pyrrolo[2,1-f][1,2,4]triazin-2-yl)-N4,N4-dimethylcyclohexane-1,4-diamine FC(CN1C(=NC=2C1=NC(=CC2)C=2C=CN1N=C(N=CC12)NC1CCC(CC1)N(C)C)C)F